6-[4-(hydroxymethyl)-1-piperidyl]-N-[5-[5-(trifluoromethoxy)-1H-benzimidazol-2-yl]-1H-pyrazol-3-yl]pyridine-3-carboxamide OCC1CCN(CC1)C1=CC=C(C=N1)C(=O)NC1=NNC(=C1)C1=NC2=C(N1)C=CC(=C2)OC(F)(F)F